NC[C@H](CC1=CC(=CC=C1)F)NC(=O)C=1SC(=C(C1)C1=C(C=NN1C)Cl)Cl N-[(2S)-1-amino-3-(3-fluorophenyl)propan-2-yl]-5-chloro-4-(4-chloro-1-methyl-1H-pyrazol-5-yl)thiophene-2-carboxamide